(3,3-difluoroazetidin-1-yl)(6-(4-((2-hydroxy-4-(1H-pyrazol-4-yl)phenyl)amino)pyrimidin-2-yl)-1-methyl-1H-indol-2-yl)methanone FC1(CN(C1)C(=O)C=1N(C2=CC(=CC=C2C1)C1=NC=CC(=N1)NC1=C(C=C(C=C1)C=1C=NNC1)O)C)F